C1=CC=CC2=C1CCCCCCCCCCCCCCCCC1=C2C=CC=C1 dibenzo-cycloeicosane